BrC1=CC=2C(N=C1)=CN(N2)CSCC 6-bromo-2-(ethylsulfanylmethyl)pyrazolo[4,3-b]pyridine